N-Boc-DL-alaninol C(=O)(OC(C)(C)C)N[C@@H](C)CO |r|